N-methylbutan-2-yl-N-(3-methylbutan-2-yl)dodecane-1,12-diamine CN(C(CCCCCCCCCCCN)C(C)CC)C(C)C(C)C